tert-butyl-4-(4-(4-fluorobenzoyl)-1,2,3,4-tetrahydroquinoxaline-1-carboxamido)piperidine C(C)(C)(C)N1CCC(CC1)NC(=O)N1CCN(C2=CC=CC=C12)C(C1=CC=C(C=C1)F)=O